2-(2-amino-2-carboxyethyl)sulfanylbutanedioic acid NC(CSC(C(=O)O)CC(=O)O)C(=O)O